ClC=1N=C(C2=C(N1)CCC2)N2CC(C2)C(=O)O 1-{2-chloro-5H,6H,7H-cyclopenta[d]pyrimidin-4-yl}azetidine-3-carboxylic acid